C1(CC1)N1CC=CC(=C1)OC1CN(C1)CC=1C=NC=2C=C(C(NC2C1)=O)CC N-cyclopropyl-5-((1-((7-ethyl-6-oxo-5,6-dihydro-1,5-naphthyridin-3-yl)methyl)azetidin-3-yl)oxy)pyridine